3-methoxy-N-methyl-5-((2'-(trifluoromethyl)-[3,4'-bipyridin]-2-yl)oxy)benzamide COC=1C=C(C(=O)NC)C=C(C1)OC1=NC=CC=C1C1=CC(=NC=C1)C(F)(F)F